1-bromo-3-ethylpentane BrCCC(CC)CC